N-(4-(4-(2-(difluoromethyl)-6-(4,4-difluoropiperidin-1-yl)pyridin-4-yl)-1H-pyrazol-1-yl)-3-(6-azaspiro[2.5]oct-6-yl)phenyl)-2-hydroxyethane-1-sulfonamide FC(C1=NC(=CC(=C1)C=1C=NN(C1)C1=C(C=C(C=C1)NS(=O)(=O)CCO)N1CCC2(CC2)CC1)N1CCC(CC1)(F)F)F